NC=1C(=NC(=NC1C1=C(C=CC(=C1)OCOC)C)Cl)C(=O)N 5-amino-2-chloro-6-(5-(methoxymethoxy)-2-methylphenyl)pyrimidine-4-carboxamide